1-imino-4-[2-(7-methoxyquinolin-4-yl)acetyl]-1λ6-thiomorpholin-1-one N=S1(CCN(CC1)C(CC1=CC=NC2=CC(=CC=C12)OC)=O)=O